CC1=NC=C(C(=O)NC2=C(C=C(C=C2)N2CCN(CC2)C)C(F)(F)F)C=C1NC1=NC=CC(=N1)C=1C=NC=CC1 6-Methyl-N-[4-(4-methyl-piperazin-1-yl)-2-trifluoromethyl-phenyl]-5-(4-pyridin-3-yl-pyrimidin-2-ylamino)-nicotinamide